C[C@H]1NCCC=2N=NC=CC21 (R)-5-methyl-5,6,7,8-tetrahydropyrido[4,3-c]pyridazine